methyl 1-(5-bromoindan-1-yl)azetidine-3-carboxylate BrC=1C=C2CCC(C2=CC1)N1CC(C1)C(=O)OC